3,3-Diethyl-9-methylene-1,5,7,11-tetraoxaspiro[5.5]undecane C(C)C1(COC2(OC1)OCC(CO2)=C)CC